FC(C1CCN(C(=C1)C1=C(C=CC=C1)COC)S(=O)(=O)C1=CC=C(C)C=C1)F 4-(difluoromethyl)-6-(2-(methoxymethyl)phenyl)-1-p-toluenesulfonyl-1,2,3,4-tetrahydropyridine